COC1=CC=C(CNP(OCC)(=O)CC=2N=C3N(C=CC(=C3)C3=NOC(=N3)C(F)(F)F)C2)C=C1 ethyl N-(4-methoxybenzyl)-P-((7-(5-(trifluoromethyl)-1,2,4-oxadiazol-3-yl)imidazo[1,2-a]pyridin-2-yl)methyl)phosphonamidate